13-{2-[(2-decyl-1-oxododecyl) oxy] ethyl}-2-methyl-9,12-dioxo-5-oxa-2,8,13-triazapentadec-10-en-15-yl 2-decyldodecanoate C(CCCCCCCCC)C(C(=O)OCCN(C(C=CC(NCCOCCN(C)C)=O)=O)CCOC(C(CCCCCCCCCC)CCCCCCCCCC)=O)CCCCCCCCCC